C(CCCCCCCCCCC)(=O)O.C(C(C)O)O PROPYLENEGLYCOL MONOLAURATE